2-((2R,4S)-4-methyl-2-phenylpiperidin-1-yl)-N-((E)-3-(methylsulfonyl)allyl)acetamide C[C@@H]1C[C@@H](N(CC1)CC(=O)NC\C=C\S(=O)(=O)C)C1=CC=CC=C1